S(C)(=O)(=O)O.C(C1=CC=CC=C1)S(=O)(=O)N1[C@H](C2=CC(=CC=C2C1)C1=CC=C(C=C1)N1CCN(CC1)C)C1=CNC2=CC=CC=C12 (R)-3-(2-(Benzylsulfonyl)-6-(4-(4-methylpiperazin-1-yl)phenyl)isoindolin-1-yl)-1H-indole, Mesylate Salt